N1(N=CC=C1)C1=CC=C(C=C1)B(O)O (4-(1H-pyrazole-1-yl)phenyl)boronic acid